4-(6-chloro-8-fluoro-2-(((S)-1-methylpyrrolidin-2-yl)methoxy)-7-(5,6,7,8-tetrahydro Naphthalen-1-yl)quinazolin-4-yl)piperazine-1-carboxylate ClC=1C=C2C(=NC(=NC2=C(C1C1=CC=CC=2CCCCC12)F)OC[C@H]1N(CCC1)C)N1CCN(CC1)C(=O)[O-]